tert-Butyl 5-(3-{3-[(4-{[tert-butyl(dimethyl)silyl]oxy}phenyl)amino]-5-cyanophenoxy}propyl)-3,4-dihydroisoquinoline-2(1H)-carboxylate [Si](C)(C)(C(C)(C)C)OC1=CC=C(C=C1)NC=1C=C(OCCCC2=C3CCN(CC3=CC=C2)C(=O)OC(C)(C)C)C=C(C1)C#N